C(C)(C)C1N2C(C=3C4=C(C(=CC3C1)OCCCOC)OCCC4)=CC(C(=C2)C(=O)O)=O 8-isopropyl-5-(3-methoxypropoxy)-12-oxo-1,2,3,7,8,12-hexahydropyrano[2,3-h]pyrido[2,1-a]isoquinoline-11-carboxylic acid